FC1=NC=CC(=C1)NC(=O)C1=C(N(C(=C1C)C(C(=O)N[C@@H]1[C@H](CCC1)O)=O)C)C N-(2-fluoropyridin-4-yl)-5-(2-(((1S,2S)-2-hydroxycyclopentyl)amino)-2-oxoacetyl)-1,2,4-trimethyl-1H-pyrrole-3-carboxamide